(R)-2-(((3R,4S,6R)-4-((tert-butoxycarbonyl)amino)-6-((S)-1-(4-fluorophenyl)-1,2,3,4-tetrahydroisoquinoline-2-carbonyl)tetrahydro-2H-pyran-3-yl)oxy)propyl methanesulfonate CS(=O)(=O)OC[C@@H](C)O[C@H]1CO[C@H](C[C@@H]1NC(=O)OC(C)(C)C)C(=O)N1[C@H](C2=CC=CC=C2CC1)C1=CC=C(C=C1)F